(2R,S)-2-(2,5-dioxopyrrolidin-1-yl)-N-((phenyl-d5)methyl)propanamide O=C1N(C(CC1)=O)[C@@H](C(=O)NCC1=C(C(=C(C(=C1[2H])[2H])[2H])[2H])[2H])C